BrC1=C(C=CC=C1)C1=CC=C(C=C1)C1=CC=CC=C1 2-Bromo-1,1':4',1''-terphenyl